(2S)-N-(1-cyano-2-(5-(3-methyl-2-oxo-2,3-dihydrobenzo[d]oxazol-5-yl)-1H-indol-2-yl)ethyl)-1,4-oxazepane-2-carboxamide C(#N)C(CC=1NC2=CC=C(C=C2C1)C=1C=CC2=C(N(C(O2)=O)C)C1)NC(=O)[C@H]1OCCCNC1